NC1=NC=CC=C1C1=NC=2C(=NC(=CC2)C2=CC=CC=C2)N1C1=CC=C(CN2C3CN(CC2CC3)C(=O)C=3C=CC(=C(C=O)C3)O)C=C1 5-(8-(4-(2-(2-Aminopyridin-3-yl)-5-phenyl-3H-imidazo[4,5-b]pyridin-3-yl)benzyl)-3,8-diazabicyclo[3.2.1]octane-3-carbonyl)-2-hydroxybenzaldehyde